copper-cobalt-iron [Fe].[Co].[Cu]